1-methyl-5-oxaspiro[2.5]octane-1-carboxylic acid ethyl ester C(C)OC(=O)C1(CC12COCCC2)C